methyl 2-amino-4-((3-bromophenyl) amino)-1,3,5-triazaspiro[5.5]undecane-1,3-diene-9-carboxylate NC1=NC2(NC(=N1)NC1=CC(=CC=C1)Br)CCC(CC2)C(=O)OC